4-((3,4-dichloro-2-fluorophenyl)amino)pyrido[3,4-d]Pyrimidin-6-ol ClC=1C(=C(C=CC1Cl)NC=1C2=C(N=CN1)C=NC(=C2)O)F